Lithium 1-(4-Bromophenethyl)-piperidine-4-carboxylate BrC1=CC=C(CCN2CCC(CC2)C(=O)[O-])C=C1.[Li+]